5-((5-(4-(Trifluoromethoxy)phenyl)oxazol-2-yl)amino)picolinonitrile FC(OC1=CC=C(C=C1)C1=CN=C(O1)NC=1C=CC(=NC1)C#N)(F)F